3-(3-(3-phenoxyphenyl)acryloyl)oxazolidin-2-one-4,4-d2 O(C1=CC=CC=C1)C=1C=C(C=CC1)C=CC(=O)N1C(OCC1([2H])[2H])=O